2-HYDROXYBUTANOIC ACID OC(C(=O)O)CC